(S)-N-(1-(3-chloro-4-fluorophenyl)-2-hydroxy-ethyl)-1-(5-methyl-2-((3,4,5-trimethoxy-phenyl)amino)pyrimidin-4-yl)-1H-pyrrole-3-carboxamide ClC=1C=C(C=CC1F)[C@@H](CO)NC(=O)C1=CN(C=C1)C1=NC(=NC=C1C)NC1=CC(=C(C(=C1)OC)OC)OC